hexadecahydro-1H-cyclopenta[a]phenanthren-3-yl 3-aminopyrrolidine-1-carboxylate NC1CN(CC1)C(=O)OC1CCC2C3CCC4CCCC4C3CCC2C1